C(N)(=O)C1(COCC1)NC(=O)C1=C(OC2=C1C=C(C=C2)OCC2=C(C=NN2C)F)C N-(3-carbamoyltetrahydrofuran-3-yl)-5-((4-fluoro-1-methyl-1H-pyrazol-5-yl)methoxy)-2-methylbenzofuran-3-carboxamide